C(C)(C)(C)OC(=O)NC1=C(C(=NN1C(C)C)C1=C(C(=C(C=C1)CC(=O)O)Cl)F)C#N 2-[4-[5-(tert-Butoxycarbonylamino)-4-cyano-1-isopropyl-pyrazol-3-yl]-2-chloro-3-fluoro-phenyl]acetic acid